4-((4-(5-(2,6-dioxopiperidin-3-yl)pyridin-3-yl)piperazin-1-yl)methyl)piperidine-1-carboxylic acid tert-butyl ester C(C)(C)(C)OC(=O)N1CCC(CC1)CN1CCN(CC1)C=1C=NC=C(C1)C1C(NC(CC1)=O)=O